ClC=1C=C(C=C(C1)NS(=O)(=O)C)NC(=O)C=1SC=C(C1)C1=NC=CC=N1 N-(3-chloro-5-(methylsulfonamido)phenyl)-4-(pyrimidin-2-yl)thiophene-2-carboxamide